7-carboxynaphthalene C(=O)(O)C1=CC=C2C=CC=CC2=C1